methyl 2-[(6-chloro-3-morpholinosulfonyl-4-quinolyl)amino]-6-oxazol-2-yl-benzoate ClC=1C=C2C(=C(C=NC2=CC1)S(=O)(=O)N1CCOCC1)NC1=C(C(=O)OC)C(=CC=C1)C=1OC=CN1